(endo-8-(5-bromo-3-methyl-4-oxo-7-((2-(trimethylsilyl)ethoxy)methyl)-4,7-dihydro-3H-pyrrolo[2,3-d]pyrimidin-2-yl)-8-azabicyclo[3.2.1]oct-3-yl)carbamic acid tert-butyl ester C(C)(C)(C)OC(NC1CC2CCC(C1)N2C=2N(C(C1=C(N2)N(C=C1Br)COCC[Si](C)(C)C)=O)C)=O